6-(oxolan-3-yl)pyrazolo[1,5-a]pyridine O1CC(CC1)C=1C=CC=2N(C1)N=CC2